(2R,3R,4S)-3,4-DIMETHYLHEX-5-EN-2-OL C[C@@H]([C@@H](C)O)[C@H](C=C)C